4-methoxy-1-(oxetan-2-ylmethyl)-1H-benzo[d]imidazole-6-carboxamide COC1=CC(=CC=2N(C=NC21)CC2OCC2)C(=O)N